FC1(CC(C1)C(=O)C=1N=C2N(N1)[C@H](C[C@H]2F)C2=CC=CC=C2)F (3,3-Difluorocyclobutyl)((5R,7R)-7-fluoro-5-phenyl-6,7-dihydro-5H-pyrrolo[1,2-b][1,2,4]triazol-2-yl)methanone